((1r,4r)-4-(2-methoxyethoxy)cyclohexyl)-4-(1-methyl-1H-pyrazol-4-yl)-6-(thiazol-5-yl)pyridinecarboxamide COCCOC1CCC(CC1)C=1C(=NC(=CC1C=1C=NN(C1)C)C1=CN=CS1)C(=O)N